N1=CC(=CC2=CC=CC=C12)C=O quinoline-3-carbaldehyde